(1R,2R)-N-[3-(6-butanoyl-4-methylpyridin-3-yl)-1,6-naphthyridin-7-yl]-2-fluorocyclopropane-1-carboxamide C(CCC)(=O)C1=CC(=C(C=N1)C=1C=NC2=CC(=NC=C2C1)NC(=O)[C@@H]1[C@@H](C1)F)C